N-(2-((1S,3S,5S)-3-cyano-2-azabicyclo[3.1.0]hex-2-yl)-2-oxoethyl)-7-(1-methylcyclopropyl)quinoline-4-carboxamide C(#N)[C@H]1N([C@H]2C[C@H]2C1)C(CNC(=O)C1=CC=NC2=CC(=CC=C12)C1(CC1)C)=O